N-[4-(3-Cyanophenyl)-5-(2,6-dimethyl-4-pyridyl)thiazol-2-yl]-4-ethyl-piperazin-1-carboxamid C(#N)C=1C=C(C=CC1)C=1N=C(SC1C1=CC(=NC(=C1)C)C)NC(=O)N1CCN(CC1)CC